O1C=C(C=C1)C=1N=C(C2=C(N1)SC(=C2)C)NCCCC2=CC=C(C=C2)C2=NC=C(C=N2)C(F)(F)F 2-(furan-3-yl)-6-methyl-N-(3-(4-[5-(trifluoromethyl)pyrimidin-2-yl]phenyl)propyl)thieno[2,3-d]pyrimidin-4-amine